C(CC)C1=CC(=C(C(=C1)C(C)(C)C)C1=C(C=CC=C1)O)C(C)(C)C 4-propyl-2,6-di-tert-butylPhenylphenol